ClC1=C(C=CC=C1)C(=O)N1CCN(CC1)C1=CC2=C(NC(=N2)C2=CC(=C(C(=C2)OC)O)O)C=C1 (2-chlorophenyl)(4-(2-(3,4-dihydroxy-5-methoxyphenyl)-1H-benzo[d]imidazol-5-yl)piperazin-1-yl)methanone